amino-dideoxyguanosine N[C@@]1(CC[C@@H](CO)O1)N1C=NC=2C(=O)NC(N)=NC12